tert-Butyl 6-(2-hydroxyhex-5-en-1-yl)-1,4-oxazepane-4-carboxylate OC(CC1CN(CCOC1)C(=O)OC(C)(C)C)CCC=C